C12(CC3CC(CC(C1)C3)C2)CN2N=CC(=C2C)C2=NNC(=C2C(=O)OCC)O ethyl 1'-(adamantan-1-ylmethyl)-5-hydroxy-5'-methyl-1h,1'h-[3,4'-bipyrazole]-4-carboxylate